4-((4-(3-cyanomorpholino)pyrimidin-2-yl)amino)-2-fluoro-N-(8-methylisoquinolin-1-yl)-N-((R)-piperidin-3-yl)benzamide C(#N)C1COCCN1C1=NC(=NC=C1)NC1=CC(=C(C(=O)N([C@H]2CNCCC2)C2=NC=CC3=CC=CC(=C23)C)C=C1)F